C(#N)C=1C2=C(SC1/N=C/N(C)C)C(=CC=C2B2OC(C(O2)(C)C)(C)C)F (E)-N'-(3-cyano-7-fluoro-4-(4,4,5,5-tetramethyl-1,3,2-dioxaborolan-2-yl)benzo[b]thiophen-2-yl)-N,N-dimethylformimidamide